NC=1N=NN(N1)CCC[Si](OC)(OC)OC 5-amino-2-[3-(trimethoxysilyl)propyl]-2H-tetrazole